C(C)(=O)OC[C@@]1(O[C@H]([C@@H]([C@@H]1OCC1=CC=CC=C1)OC(C)=O)N1C=2N=C(NC(C2N=C1)=O)NC(C(C)C)=O)COCC1=CC=CC=C1 [(2S,3S,4R,5R)-4-acetoxy-3-benzyloxy-2-(benzyloxymethyl)-5-[2-(2-methylpropanoyl-amino)-6-oxo-1H-purin-9-yl]tetrahydrofuran-2-yl]methyl acetate